tert-butyl (1-(4-(4-((2-(tert-butyl)oxazole-4-carboxamido)methyl)-3-methylphenyl)pyridin-3-yl)piperidin-3-yl)(methyl)carbamate C(C)(C)(C)C=1OC=C(N1)C(=O)NCC1=C(C=C(C=C1)C1=C(C=NC=C1)N1CC(CCC1)N(C(OC(C)(C)C)=O)C)C